tert-Butyl-2-(1,3-dioxo-3a,4,5,6,7,7a-hexahydroisoindol-2-yl)thieno[3,4-b]thiophene-3-carboxylic acid C(C)(C)(C)C=1SC=C2SC(=C(C21)C(=O)O)N2C(C1CCCCC1C2=O)=O